5-(2-(1-chlorodibenzo[b,d]thiophen-3-yl)phenyl)-2,3-diphenylpyrazine ClC1=CC(=CC=2SC3=C(C21)C=CC=C3)C3=C(C=CC=C3)C=3N=C(C(=NC3)C3=CC=CC=C3)C3=CC=CC=C3